Cl.C(C)OC1NC2=CC=CC=C2C=C1 2-ethoxy-1,2-dihydroquinoline hydrochloride